C(C)OC(CCCCCCCCCCCCCCCCC)(OCC)OCC triethoxyoctadecane